BrC=1C=C(C=CC1F)NC(=NO)C1=NON=C1NCCCS(NC(C)C)(=O)=O N-(3-bromo-4-fluorophenyl)-N'-hydroxyl-4-((3-(N-isopropylsulfamoyl)-propyl)amino)-1,2,5-oxadiazol-3-formamidine